N-(3-Morpholino-5-(trifluoromethyl)phenyl)-6-(pyrazolo[1,5-a]pyrazin-3-carbonyl)-4,5,6,7-tetrahydrothieno[2,3-c]pyridin-3-carboxamid O1CCN(CC1)C=1C=C(C=C(C1)C(F)(F)F)NC(=O)C1=CSC=2CN(CCC21)C(=O)C=2C=NN1C2C=NC=C1